3-[6-methoxy-4-(trifluoromethyl)-1,3a-diaza-2-indenyl]cyclobutanol COC=1C=C(N2C=C(N=C2C1)C1CC(C1)O)C(F)(F)F